C(C)(=O)O[C@@H]1[C@H](OC([C@@H]([C@H]1OC(C)=O)N1C(C2=CC=CC=C2C1=O)=O)SC1=CC=C(C=C1)C)COC(C)=O.C(Cl)(Cl)Cl Chloroform [(2R,3S,4R,5R)-3,4-diacetyloxy-5-(1,3-dioxoisoindol-2-yl)-6-(4-methylphenyl)sulfanyloxan-2-yl]methyl-acetate